CN(CC=CC(=O)N1CC(N(CC1)C1=CC=C(S1)CCC(=O)NCCCCCNC(C1=CC=CC=C1)=O)=O)C N-(5-(3-(5-(4-(4-(dimethylamino)but-2-enoyl)-2-oxopiperazin-1-yl)thiophen-2-yl)propanamido)pentyl)benzamide